(S)-1-cyano-N-(1-(1,3-dimethyl-1H-indazol-5-yl)-1H-imidazol-4-yl)pyrrolidine-3-carboxamide C(#N)N1C[C@H](CC1)C(=O)NC=1N=CN(C1)C=1C=C2C(=NN(C2=CC1)C)C